C(CCCCCCC(C)C)C1=C(OC(=C1)C(=O)[O-])C(=O)[O-] isodecylfuran-2,5-dicarboxylate